N(=[N+]=[N-])CC(=O)NC1(CCOC2(CCCC2)C1)C1=NC=CC=C1 2-azido-N-(9-(pyridin-2-yl)-6-oxaspiro[4.5]decan-9-yl)acetamide